chlorododecanol ClC(CCCCCCCCCCC)O